FC=1C(=CC(=C(C1)[N+](=O)[O-])C)C 5-fluoro-2,4-dimethylnitrobenzene